O(C1=CC=CC=C1)[Si](OC1=CC=CC=C1)(OC1=CC=CC=C1)CCCC1C(=O)OC(C1)=O triphenoxysilylpropylsuccinic anhydride